FC=1C=C(C=NC1OCC1(CC1)C(F)(F)F)C(=O)N1CCN(CC1)C=1OC=2C(=NC(=CC2)C)N1 (5-fluoro-6-((1-(trifluoromethyl)cyclopropyl)methoxy)pyridin-3-yl)(4-(5-methyloxazolo[4,5-b]pyridin-2-yl)piperazin-1-yl)methanone